6-amino-N-(4-(diethylcarbamoyl)phenyl)quinoline-3-carboxamide hydrochloride Cl.NC=1C=C2C=C(C=NC2=CC1)C(=O)NC1=CC=C(C=C1)C(N(CC)CC)=O